FC1=CC=C(C=C1)NC=1C(=CC=CC1)N N1-(4-Fluorophenyl)benzen-1,2-diamine